C1(=CC=CS1)C(=O)CC(=O)C(F)(F)F.[Eu] europium (thenoyl-trifluoroacetone)